IC1=NC=2C=CC=CC2C2=C1C=CN2CCC2=CC(=CC=C2)OC 4-iodo-1-(3-methoxyphenethyl)-1H-pyrrolo[3,2-c]quinoline